CN1C[C@H](CC[C@@H]1C(F)(F)F)NC(=O)C1CCNCC1 N-((3S,6R)-1-methyl-6-(trifluoromethyl)piperidin-3-yl)piperidine-4-carboxamide